tert-butyl 4-((1-(4-(1-(1-((2-chloro-4-(trifluoromethyl)phenyl) carbamoyl)cyclobutyl)-1H-pyrazol-4-yl)phenyl)piperidin-4-yl)methyl)piperazine-1-carboxylate ClC1=C(C=CC(=C1)C(F)(F)F)NC(=O)C1(CCC1)N1N=CC(=C1)C1=CC=C(C=C1)N1CCC(CC1)CN1CCN(CC1)C(=O)OC(C)(C)C